2-(diethylcarbamoylamino)-4-[3,3-difluoropropyl-[4-(5,6,7,8-tetrahydro-1,8-naphthyridin-2-yl)butyl]amino]butanoic acid C(C)N(C(=O)NC(C(=O)O)CCN(CCCCC1=NC=2NCCCC2C=C1)CCC(F)F)CC